CN1C=CC=2C(=CN=CC2C1=O)S(=O)(=O)Cl 7-methyl-8-oxo-2,7-naphthyridine-4-sulfonyl chloride